6-(5-cyanopyrazin-2-ylamino)-4-((2,6-dimethylpiperidin-3-yl)methylamino)-N-methylpyridazine-3-carboxamide C(#N)C=1N=CC(=NC1)NC1=CC(=C(N=N1)C(=O)NC)NCC1C(NC(CC1)C)C